ClC1=CC2=C(NC(=N2)CNC=2C=3N(N=C(C2)N2CCN(CC2)C)C(=CN3)C=3C(=NOC3C)C)C=C1Cl N-((5,6-dichloro-1H-benzo[d]imidazol-2-yl)methyl)-3-(3,5-dimethylisoxazol-4-yl)-6-(4-methylpiperazin-1-yl)imidazo[1,2-b]pyridazin-8-amine